1,5-diphenyl-3-carbonyl-1-pentene C1(=CC=CC=C1)C=CC(CCC1=CC=CC=C1)=C=O